2-[(diphenylmethyl)(methyl)amino]-5-methoxy-1-methyl-6-oxopyrimidine-4-carboxylate C1(=CC=CC=C1)C(C1=CC=CC=C1)N(C=1N(C(C(=C(N1)C(=O)[O-])OC)=O)C)C